CC(C)(C(C)C)C=1SC2=C(N1)C(CC1(CCNCC1)C2)=O 2-(2,3-dimethylbutan-2-yl)-5H-spiro[benzo[d]thiazole-6,4'-piperidin]-4(7H)-one